C(CCC)OC1(C(C(C2=CC=CC=C2C1)=O)(F)F)C (butoxy)-methyl-2,2-difluoro-3,4-dihydro-1-naphthalenone